CC1=CC=2C(C3=CC=C(C=C3NC2C=C1)CCN1CCNCC1)(C)C 2,9,9-trimethyl-6-(2-(piperazin-1-yl)ethyl)-9,10-dihydroacridine